fluoro-N-(3-fluoro-4-(4-methylpiperazin-1-yl)phenyl)-4-(1-isopropyl-1H-pyrazol-4-yl)pyrimidin-2-amine FC=1C(=NC(=NC1)NC1=CC(=C(C=C1)N1CCN(CC1)C)F)C=1C=NN(C1)C(C)C